C(CCCCCCCCCCCCCCCCCCCCC)(=O)OC1CC(N(C(C1)(C)C)O)(C)C 1-oxyl-2,2,6,6-tetramethylpiperidin-4-yl behenoate